C(C1=CC=CC=C1)OC1=CC=C2C(C(OCC2=C1)C1CCCCC1)C1=CC=C(C=C1)N1CCC(CC1)C(OC)OC 1-(4-(7-(benzyloxy)-3-cyclohexylisochroman-4-yl)phenyl)-4-(dimethoxymethyl)piperidine